Cl.C1NC[C@@H]2CN(CC[C@@H]21)C2=NC=C(C=C2)C(F)(F)F [(3aR,7aS)-octahydro-1H-pyrrolo[3,4-c]pyridin-5-yl]-5-(trifluoromethyl)pyridine hydrochloride